vitamin C tridecanoate C(CCCCCCCCCCCC)(=O)O.OC=1[C@H](OC(C1O)=O)[C@H](CO)O